naphthalene-2-carboxylic Acid C1=C(C=CC2=CC=CC=C12)C(=O)O